N(=[N+]=[N-])[C@@H]1CN(C[C@H]1O)C1=CC=C(C=N1)C=1C=2N(C=C(C1)OCC)N=CC2C#N 4-(6-((3R,4R)-3-azido-4-hydroxypyrrolidin-1-yl)pyridin-3-yl)-6-ethoxypyrazolo[1,5-a]pyridine-3-carbonitrile